4'-(octyloxy)-4-biphenyl-carbonitrile C(CCCCCCC)OC1=CC=C(C=C1)C1=CC=C(C=C1)C#N